CC1=CC=C(C=C1)[Si](OC)(OC)OC p-tolyltrimethoxysilane